N-(4-(chlorodifluoromethoxy)phenyl)-2-((dimethylamino)methyl)-1-isopropyl-7-(1H-pyrazol-5-yl)indoline-5-carboxamide ClC(OC1=CC=C(C=C1)NC(=O)C=1C=C2CC(N(C2=C(C1)C1=CC=NN1)C(C)C)CN(C)C)(F)F